3,9-bis(2,6-di-tert-butyl-4-methylphenoxy)-2,4,8,10-tetraoxa3,9-diphosphaspiro[5.5]undecane C(C)(C)(C)C1=C(OP2OCC3(CO2)COP(OC3)OC3=C(C=C(C=C3C(C)(C)C)C)C(C)(C)C)C(=CC(=C1)C)C(C)(C)C